(1S,2S)-2-fluoro-N-(6-(5-methyl-1H-indazol-4-yl)imidazo[1,2-a]pyridin-2-yl)cyclopropane-1-carboxamide F[C@@H]1[C@@H](C1)C(=O)NC=1N=C2N(C=C(C=C2)C2=C3C=NNC3=CC=C2C)C1